CC(CCNC1=C(C=C(C=C1)[N+](=O)[O-])S(=O)(=O)NC)(C)C 2-(3,3-dimethylbutylamino)-N-methyl-5-nitro-benzenesulfonamide